Cl[SiH](Cl)Cl TRICHLOROSILANE